C(C)O[Si](C(CC=O)C)(OCC)OCC 3-(triethoxysilyl)butanal